6-(4-fluoro-1-methylpiperidin-4-yl)-7-methoxy-3-(1H-pyrazol-4-yl)imidazo[1,2-a]pyridine FC1(CCN(CC1)C)C=1C(=CC=2N(C1)C(=CN2)C=2C=NNC2)OC